C(C)OC(C=C)=O.C(C)(=O)N (acetamide) ethyl-acrylate